C(C)(=O)O[C@@H]1CN(CC[C@H]1NC1=NN2C(C=N1)=C(C(=C2C(CC)(CC)C)I)Cl)C(=O)OC(C)(C)C tert-butyl (3R,4R)-3-(acetyloxy)-4-{[5-chloro-6-iodo-7-(3-methylpentan-3-yl)pyrrolo[2,1-f][1,2,4]triazin-2-yl]amino}piperidine-1-carboxylate